[2-(methacryloxy)-ethyl]trimethyl-ammonium C(C(=C)C)(=O)OCC[N+](C)(C)C